NC1=C(C=2C(=NC(=C(C2)C)N2CCOCC2)N1C1=C(C(=CC=C1C)OCC1=CC=C(C=C1)OC)C)C#N 2-Amino-1-(3-((4-methoxybenzyl)oxy)-2,6-dimethylphenyl)-5-methyl-6-(morpholin-4-yl)-1H-pyrrolo[2,3-b]pyridine-3-carbonitrile